FC1=C(C=C(C(=C1)F)F)[N+]#N 2,4,5-trifluorobenzenediazonium